2-(3-(2-bromo-5-fluoropyrimidin-4-yl)-7-methoxyimidazo[1,2-b]pyridazin-6-yl)isothiazolidine 1,1-dioxide BrC1=NC=C(C(=N1)C1=CN=C2N1N=C(C(=C2)OC)N2S(CCC2)(=O)=O)F